FC(C1=C(C=C2C=CNC2=C1)C=O)(F)F 6-(trifluoromethyl)-1H-indole-5-carbaldehyde